(S)-chloromethyl 2-((tert-butoxycarbonyl) amino)-3-methylbutanoate C(C)(C)(C)OC(=O)N[C@H](C(=O)OCCl)C(C)C